3-(3-chloro-4-((2-methyl-[1,1'-biphenyl]-3-yl)methoxy)phenyl)-2-cyanopropionamide ClC=1C=C(C=CC1OCC=1C(=C(C=CC1)C1=CC=CC=C1)C)CC(C(=O)N)C#N